OC=1C(CCC1)=O 2-hydroxy-2-cyclopenten-1-one